tert-Butyl 4-(6-(4-fluorophenyl)-1-oxoisoindolin-5-yl)-3,3-dimethyl-3,6-dihydropyridine-1(2H)-carboxylate FC1=CC=C(C=C1)C1=C(C=C2CNC(C2=C1)=O)C=1C(CN(CC1)C(=O)OC(C)(C)C)(C)C